O1CCN(CC1)C1=NC(=NC(=C1)NC=1SC(=CN1)C=1OC(=NN1)C1=CC=CC=C1)N[C@H](CO)C (S)-2-((4-morpholino-6-((5-(5-phenyl-1,3,4-oxadiazol-2-yl)thiazol-2-yl)amino)pyrimidin-2-yl)amino)propan-1-ol